3-(2-Benzyloxy-phenyl)-5-chloromethyl-isoxazole C(C1=CC=CC=C1)OC1=C(C=CC=C1)C1=NOC(=C1)CCl